CC(C)C(C(C)(C)CO)O trimethyl-1,3-pentanediol